1,6-dimethyl adipate C(CCCCC(=O)OC)(=O)OC